FC1CC(C1)OC1CCC(CC1)NC(=O)C=1C=CC2=C(C=3N(CCO2)C=NC3)C1 N-((1s,4s)-4-((1s,3s)-3-Fluorocyclobutoxy)cyclohexyl)-5,6-dihydrobenzo[f]imidazo[1,5-d][1,4]oxazepine-10-carboxamide